ClCCCCCCCCCCCCCN(C)C chlorododecyltrimethylamine